C(\C=C\CCC)O (2E)-2-hexen-1-ol